COC1=C(C(=CC=C1)OC)C1=CC(=NN1C1=C(C=C(C=C1)C(N(CCCN(CCCNC)C)C)=O)C(C)C)C(=O)NC1(C2CC3CC(CC1C3)C2)C(=O)O 2-(5-(2,6-dimethoxyphenyl)-1-(2-isopropyl-4-(methyl(3-(methyl(3-(methylamino)propyl)amino)propyl)carbamoyl)phenyl)-1H-pyrazole-3-carboxamido)adamantane-2-carboxylic acid